2-[1-(2-ethylsulfinyl-6-fluoro-4-oxo-chromen-8-yl)ethylamino]Benzoic acid C(C)S(=O)C=1OC2=C(C=C(C=C2C(C1)=O)F)C(C)NC1=C(C(=O)O)C=CC=C1